C(C)(C)(C)OC(=O)N1CN(C=C1)CCOS(=O)(=O)CC1=CC=CC=C1 3-(2-(toluenesulfonyloxy)ethyl)-1H-imidazole-1-carboxylic acid tert-butyl ester